BrC=1C=2N(C=C(C1)C(C)OC)C=C(N2)C(=O)N2C[C@H]([C@@]1(CC2)NCC2=CC=CC=C2C1)O [8-bromo-6-(1-methoxyethyl)imidazo[1,2-a]pyridin-2-yl][(3R,3'R)-3'-hydroxy-1,4-dihydro-1'H,2H-spiro[isoquinoline-3,4'-piperidin]-1'-yl]methanone